[4-(2-fluoro-4-nitrophenoxy)pyridin-2-yl]cyclopropylcarboxamide FC1=C(OC2=CC(=NC=C2)NC(=O)C2CC2)C=CC(=C1)[N+](=O)[O-]